COC1=CC=C(C=C1)CN1C(=CC=2N=NC(=CC21)N=C(C2=CC=CC=C2)C2=CC=CC=C2)CN2[C@H](CCC2)C N-[5-[(4-methoxyphenyl)methyl]-6-[[(2S)-2-methylpyrrolidin-1-yl]methyl]pyrrolo[3,2-c]pyridazin-3-yl]-1,1-diphenyl-methanimine